2-(2H-indol-3-yl)oxazole-4-carboxylic acid N=1CC(=C2C=CC=CC12)C=1OC=C(N1)C(=O)O